O(C1=CC=CC=C1)C[C@H](C)NC(OC(C)(C)C)=O tert-butyl [(2S)-1-phenoxypropan-2-yl]carbamate